OC1=C(C(=O)OCC\C=C/CC)C=CC=C1 2-hydroxy-Benzoic acid, (3Z)-3-hexenyl ester